3-(4-cyano-2-methoxy-phenoxy)-6-iodo-5-methyl-pyridazine-4-carboxylic acid methyl ester COC(=O)C1=C(N=NC(=C1C)I)OC1=C(C=C(C=C1)C#N)OC